C1C2C(CN3C(CCCC13)C2)=O hexahydro-2H-2,6-methanoquinolizin-3(4H)-one